O1-tert-butyl O2-methyl (2S)-5-oxopiperidine-1,2-dicarboxylate O=C1CC[C@H](N(C1)C(=O)OC(C)(C)C)C(=O)OC